5-methoxy-N-isopropyltryptamine COC1=CC=C2NC=C(CCNC(C)C)C2=C1